[SiH2]([SiH3])O DISILANOL